7-(6-(bis(4-methoxybenzyl)amino)-4-methyl-3-(trifluoromethyl)pyridin-2-yl)-2,6-dichloro-8-fluoro-5-methoxyquinazolin-4-ol COC1=CC=C(CN(C2=CC(=C(C(=N2)C2=C(C(=C3C(=NC(=NC3=C2F)Cl)O)OC)Cl)C(F)(F)F)C)CC2=CC=C(C=C2)OC)C=C1